5-(9,9-Bis(6-bromohexyl)-9H-fluoren-2-yl)-2,3-dihydrothiophene BrCCCCCCC1(C2=CC=CC=C2C=2C=CC(=CC12)C1=CCCS1)CCCCCCBr